FC1(CN(CC1)[C@H]1COC2=CC=CC=C2[C@@H]1N)F (3R,4S)-3-(3,3-difluoropyrrolidin-1-yl)chroman-4-amine